ClC=1C(=C2C(=NC1)NC(=N2)C2=CC=C(C=C2)N2CCN(CC2)C(CCOC)=O)NC2CCN(CC2)CC 6-Chloro-N-(1-ethylpiperidin-4-yl)-2-{4-[4-(3-methoxypropanoyl)piperazin-1-yl]phenyl}-3H-imidazo[4,5-b]pyridin-7-amine